OC1=C(C=CC=C1)P(C)C1=C(C=CC=C1)O bis(o-hydroxyphenyl)-methylphosphine